2-aminobutyraldehyde O-(2-oxo-2-(4-(5-(trifluoromethyl)pyrimidin-2-yl)piperazin-1-yl)ethyl) oxime O=C(CON=CC(CC)N)N1CCN(CC1)C1=NC=C(C=N1)C(F)(F)F